COC(=O)C(C(O)=O)CCC[C@@H]1SC[C@@H]2NC(=O)N[C@H]12 methoxycarbonylbiotin